1-(2-((2-((3-chloro-2-fluorobenzyl)amino)-2-oxoethyl)(cyclopropyl)amino)-2-oxoethyl)-6-(3,3-dimethylbutyrylamino)-1H-indazole-3-carboxamide ClC=1C(=C(CNC(CN(C(CN2N=C(C3=CC=C(C=C23)NC(CC(C)(C)C)=O)C(=O)N)=O)C2CC2)=O)C=CC1)F